C=1(C=2N(C=CN1)C=CC2)N2CC(CC2)NC(=O)C2=NN(C=C2)C2=CC=C(C=C2)F 1-(4-fluoro-phenyl)-1H-pyrazole-3-carboxylic acid (1-pyrrolo[1,2-a]pyrazin-1-yl-pyrrolidin-3-yl)-amide